ON1C2(N3C(=C(C=CC3=O)C)C1=O)CCCCC2 hydroxy-8'-methyl-2'H-spiro[cyclohexane-1,3'-imidazo[1,5-a]pyridine]-1',5'-dione